NC1=CC(=C2C(=N1)C=C(S2)C2=CC=NN2)NCCCN(C(=O)C2CC2)C N-(3-((5-amino-2-(1H-pyrazol-5-yl)thieno[3,2-b]pyridin-7-yl)amino)propyl)-N-methylcyclopropanecarboxamide